(S)-1-(3-bromopyridine-2-yl)ethanol sec-octyl-stearate C(C)(CCCCCC)C(C(=O)O[C@@H](C)C1=NC=CC=C1Br)CCCCCCCCCCCCCCCC